Cl.NCCOCCOCCOCC(=O)OCC1=CC=CC=C1 benzyl 2-[2-[2-(2-aminoethoxy)ethoxy]ethoxy]acetate hydrochloride